magnesium aluminum manganese yttrium zirconium [Zr].[Y].[Mn].[Al].[Mg]